2-Chloro-N-(8-chloro-3-oxo-3,4-dihydro-2H-benzo[b][1,4]oxazin-6-yl)-4-(3-ethynyl-5-fluoropyridin-2-yl)-5-fluorobenzamide ClC1=C(C(=O)NC2=CC3=C(OCC(N3)=O)C(=C2)Cl)C=C(C(=C1)C1=NC=C(C=C1C#C)F)F